N1C=NC(=C1)CCOC1=NC(=CC(=N1)N1CCOCC1)N1N=C(C=C1)C=1C=C(C=CC1)C 4-(2-(2-(1H-imidazol-4-yl)ethoxy)-6-(3-(m-tolyl)-1H-pyrazol-1-yl)pyrimidin-4-yl)morpholine